2-(2'-Hydroxy-4'-(3'',4''-difluorophenoxy)phenyl)-2-(1H-1,2,4-triazolyl)ethanone OC1=C(C=CC(=C1)OC1=CC(=C(C=C1)F)F)C(C=O)N1N=CN=C1